OC1=CC=C(C=C1)C=1SC(=C(N1)C)C(=O)OC methyl 2-(4-hydroxyphenyl)-4-methylthiazole-5-carboxylate